(3aR,4S,6R,6aS)-6-chloro-5-(benzylthio)-3H-[1,2,3]triazole ClC1=CC=CC=C1CSC1=CNN=N1